OCC1OC(OC1C)=O 4-(hydroxymethyl)-5-methyl-1,3-dioxacyclopentan-2-one